4-(tert-butyl) 3-(1,3-dioxoisoindolin-2-yl) morpholine-3,4-dicarboxylate N1(C(COCC1)C(=O)ON1C(C2=CC=CC=C2C1=O)=O)C(=O)OC(C)(C)C